NC=1C(=C(C=C2C=C(N=CC12)NC1=NN2CC(NCCC2=C1)=O)C=1C=NC=2CCCNC2C1C)F 2-((8-amino-7-fluoro-6-(4-methyl-5,6,7,8-tetrahydro-1,5-naphthyridin-3-yl)isoquinolin-3-yl)amino)-5,6-dihydro-4H-pyrazolo[1,5-d][1,4]diazepin-7(8H)-one